4-amino-6-phenylamino-2-(pyrazin-2-yl)pyrimidine NC1=NC(=NC(=C1)NC1=CC=CC=C1)C1=NC=CN=C1